ClC1=NC(=C(C=2N=C(N=C(C21)N2[C@@H](CCCC2)CN)SC)F)Cl (S)-(1-(5,7-dichloro-8-fluoro-2-(methylthio)pyrido[4,3-d]pyrimidin-4-yl)piperidin-2-yl)methanamine